CN(CCC(CCC(C)C)=O)C 1-(dimethylamino)-6-methylheptan-3-one